ClC=1C(=C(C(=CC1)C(F)F)C1=CN=C(C(=N1)C(=O)OC)CC)F Methyl 6-(3-chloro-6-(difluoromethyl)-2-fluorophenyl)-3-ethylpyrazine-2-carboxylate